[Cl-].[Cl-].C(C)(C)C=1C(C2=CC(=CC(=C2C1)C1=CC=C(C=C1)C(C)(C)C)C)[Zr+2]C1C(=CC2=C(C=C(C=C12)C)C1=CC=C(C=C1)C(C)(C)C)C (2-isopropyl-6-methyl-4-(p-tert-butyl-phenyl)indenyl)(2,6-dimethyl-4-(p-tert-butyl-phenyl)indenyl)-zirconium dichloride